C1(=CC=CC=C1)C(=C(C1=CC=CC=C1)C1=CC=C(C=C1)O)C1=CC=C(C=C1)O 4,4'-(1,2-Diphenylethen-1,2-diyl)diphenol